4-(4-{[4-cyano-1-(2-trimethylsilyl-ethoxymethyl)-1H-imidazole-2-carbonyl]-amino}-3-cyclohex-1-enyl-phenyl)-piperidine-1-carboxylic acid tert-butyl ester C(C)(C)(C)OC(=O)N1CCC(CC1)C1=CC(=C(C=C1)NC(=O)C=1N(C=C(N1)C#N)COCC[Si](C)(C)C)C1=CCCCC1